(2-(2-methoxy-7-methylquinoxalin-5-yl)-4-methyl-7,8-dihydro-[1,4]dioxino[2',3':3,4]benzo[1,2-d]thiazol-7-yl)methyl (6-fluoro-5-methylpyridin-3-yl)carbamate FC1=C(C=C(C=N1)NC(OCC1OC2=C(C3=C(N=C(S3)C3=C4N=CC(=NC4=CC(=C3)C)OC)C(=C2)C)OC1)=O)C